ClC=1C=C(C=CC1O)C[C@@H](CNC(C[C@@H](CC1CC1)C=1C=NC=CC1)=O)N(C)C (R)-N-((S)-3-(3-chloro-4-hydroxyphenyl)-2-(dimethylamino)propyl)-4-cyclopropyl-3-(pyridin-3-yl)butanamide